1,2,4,5-Tetrakis(mercaptomethyl)benzol SCC1=C(C=C(C(=C1)CS)CS)CS